(S)-3-(7-(benzyloxy)-1-hydroxy-1,3-dihydrobenzo[c][1,2]oxaborol-4-yl)-2-((tert-butoxycarbonyl)amino)propanoic acid C(C1=CC=CC=C1)OC1=CC=C(C2=C1B(OC2)O)C[C@@H](C(=O)O)NC(=O)OC(C)(C)C